1-[2-[3-(difluoromethyl)-5-methyl-pyrazol-1-yl]-6-[6-fluoro-5-[[6-(2-methyl-1,3-dioxolan-2-yl)pyridazin-3-yl]amino]benzimidazol-1-yl]-3-pyridyl]ethanol FC(C1=NN(C(=C1)C)C1=NC(=CC=C1C(C)O)N1C=NC2=C1C=C(C(=C2)NC=2N=NC(=CC2)C2(OCCO2)C)F)F